tetra-tert-amylammonium fluoride [F-].C(C)(C)(CC)[N+](C(C)(C)CC)(C(C)(C)CC)C(C)(C)CC